2,4,4-trimethylhexanediamine CC(C(N)N)CC(CC)(C)C